N[C@@H]1CCCC2=CC=CC=C12 (3s,4r)-4-aminotetralin